FC1=CC=C(C=C1)[B-](C1=CC=C(C=C1)F)(C1=CC=C(C=C1)F)C1=CC=C(C=C1)F.C(CCC)[NH+](CCCC)CCCC tributylammonium tetra(4-fluorophenyl)borate